OC=1C=C(C=C(C1)CCCCCCCC=CCCCCCC)[O-] 3-hydroxy-5-(pentadec-8-enyl)phenolate